COC1=C(C=CCO)C=CC=C1 o-methoxycinnamyl alcohol